C(C1=CC=CC=C1)O[C@H](C(=O)N1CCCCC1)C (2S)-2-(benzyloxy)-1-(1-piperidinyl)-1-propanone